2-heptylaminoethanol C(CCCCCC)NCCO